3-(5-methyl-1,3-thiazol-2-yl)-5-tetrahydro-2H-pyran-4-yloxy-benzoic acid methyl ester COC(C1=CC(=CC(=C1)OC1CCOCC1)C=1SC(=CN1)C)=O